(6R,10S)-7-(3-thienyl)-6,9-diphenyl-10-((E)-styryl)-6H,10H-[1,3]dioxolo[4',5':4,5]benzo[1,2-b]furo[3,4-E]oxepin S1C=C(C=C1)C=1OC(=C2[C@H](C3=C(O[C@@H](C21)C2=CC=CC=C2)C=C2C(=C3)OCO2)\C=C\C2=CC=CC=C2)C2=CC=CC=C2